N-(4-(4-Amino-7H-pyrrolo[2,3-d]pyrimidin-7-yl)benzyl)-5-benzyl-1-methyl-1H-pyrazole-4-carboxamide NC=1C2=C(N=CN1)N(C=C2)C2=CC=C(CNC(=O)C=1C=NN(C1CC1=CC=CC=C1)C)C=C2